FC1(CN(C[C@H]1NC1=NN2C(C(=N1)OC)=C(C(=C2)F)C=2C=C(C1=C(N(C(=N1)C)CCF)C2)F)C(C)=O)F (R)-1-(3,3-difluoro-4-((6-fluoro-5-(4-fluoro-1-(2-fluoroethyl)-2-methyl-1H-benzo[d]imidazol-6-yl)-4-methoxypyrrolo[2,1-f][1,2,4]triazin-2-yl)amino)pyrrolidin-1-yl)ethan-1-one